NC1=CC(=C(C=C1)C(C(Cl)Cl)=O)O 1-(4-amino-2-hydroxyphenyl)-2,2-dichloro-ethanone